2-(Methylsulfonyl)ethanol methyl-5-(4-bromophenoxy)-1H-1,2,3-triazole-4-carboxylate CN1N=NC(=C1OC1=CC=C(C=C1)Br)C(=O)OCCS(=O)(=O)C